thiopropanal-S-Oxide CCC=S=O